1-ethyl-3-methyl-imidazolium bis(trifluoromethylsulfonyl)imide [N-](S(=O)(=O)C(F)(F)F)S(=O)(=O)C(F)(F)F.C(C)N1C=[N+](C=C1)C